C(CC)OCCC monon-propyl ether